S(C)(=O)(=O)O.ClC1=C(C(=CC=C1)Cl)C1=NC(=C(N1)C1=CC=C2C(=N1)N(C(=N2)N)S(=O)(=O)C(C)C)C2=CC=CC=C2 5-[2-(2,6-dichlorophenyl)-5-phenyl-3H-imidazol-4-yl]-3-(propane-2-sulfonyl)-3H-imidazo[4,5-b]pyridin-2-ylamine mesylate